2,3,4,5-tetrafluoro-N-(3-fluoro-4-methoxyphenyl)-6-(methylsulfinyl)aniline FC1=C(NC2=CC(=C(C=C2)OC)F)C(=C(C(=C1F)F)F)S(=O)C